C1(=CC=CC=C1)COCCCC(C(=O)OCC)(C(=O)OCC)C diethyl 2-(3-(phenylmethoxy) propyl)-2-methylmalonate